CCC(CCCCCCCCC(CCCCCCC)=O)=O nonadecane-3,12-dione